4-[[(1S,2S)-6-Chloro-4-cyano-2-[(3R)-3-(dimethylamino)piperidin-1-yl]-2,3-dihydro-1H-inden-1-yl]oxy]-3-fluorobenzene ClC1=CC(=C2C[C@@H]([C@H](C2=C1)OC1=C(C=CC=C1)F)N1C[C@@H](CCC1)N(C)C)C#N